2-((2-(Didodecylamino)ethyl)amino)ethan-1-ol C(CCCCCCCCCCC)N(CCNCCO)CCCCCCCCCCCC